pyrazolo[1,5-a]pyrimidine-6-sulfonyl chloride N1=CC=C2N1C=C(C=N2)S(=O)(=O)Cl